Dimethylheptane-1,7-diamine CC(CCCN)(CCCN)C